3-hydroxy-4-methyloctanoic acid OC(CC(=O)O)C(CCCC)C